Cl.C1(=CC=CC=C1)C1=C(SC=C1)C(=O)N phenylthiophene-2-carboxamide hydrochloride